C(C)C1C(CCCC1)NC(=O)C1=CC(=CC(=C1)C(=O)NC1C(CCCC1)CC)C(=O)NC1C(CCCC1)CC 1,3,5-benzenetricarboxylic acid tri(2-ethylcyclohexylamide)